hydroxyazetidinone ON1C(CC1)=O